(4R,5S)-ethyl 2,2-dimethyl-5-(5-chlorothiophen-2-yl)-1,3-dioxolane-4-carboxylate CC1(O[C@@H]([C@@H](O1)C(=O)OCC)C=1SC(=CC1)Cl)C